tert-butyl 3-(7-chloro-8-fluoro-5-methyl-2-(methylthio)pyrido[4,3-d]pyrimidin-4-yl)-1-((methoxyl-d3)methyl)-3,8-diazabicyclo[3.2.1]octan-8-carboxylate ClC1=C(C=2N=C(N=C(C2C(=N1)C)N1CC2(CCC(C1)N2C(=O)OC(C)(C)C)COC([2H])([2H])[2H])SC)F